C(C)(=O)N1[C@H](CCC2=C(C(=CC=C12)C1CCN(CC1)C(=O)OC)OCCC)C methyl (S)-4-(1-acetyl-2-methyl-5-propoxy-1,2,3,4-tetrahydroquinolin-6-yl)piperidine-1-carboxylate